C(#N)C1=CC=C2C3=C(NC2=C1)C(=NC(=C3)C(=O)O)C3=CC=C(C=C3)N(S(=O)(=O)C3=CC=CC=C3)C 7-cyano-1-(4-(N-methylphenylsulfonamido)phenyl)-9H-pyrido[3,4-b]indole-3-carboxylic acid